C(C)(C)C1=C(CC=2C(=NC(=NC2)N)NCCOC)C=C(C(=C1)OC)OC 5-(2-Isopropyl-4,5-dimethoxy-benzyl)-N*4*-(2-methoxy-ethyl)-pyrimidine-2,4-diamine